(1aR,5aR)-2-(2,4-Difluoro-phenyl)-1a,2,5,5a-tetrahydro-1H-2,3-diaza-cyclopropa[a]pentalene-4-carboxylic acid (3-chloro-5-methyl-pyridin-2-yl)-amide ClC=1C(=NC=C(C1)C)NC(=O)C=1C=2C[C@@H]3[C@H](C2N(N1)C1=C(C=C(C=C1)F)F)C3